(S)-N-(benzo[d]thiazol-2-yl)-2-(1,3-dioxoisoindolin-2-yl)-4-methylpentanamide S1C(=NC2=C1C=CC=C2)NC([C@H](CC(C)C)N2C(C1=CC=CC=C1C2=O)=O)=O